3-(4,4-Difluoro-3-methylpiperidin-1-yl)-5,6,7,8-tetrahydroquinoxaline-2-carboxylic acid FC1(C(CN(CC1)C=1C(=NC=2CCCCC2N1)C(=O)O)C)F